C(CCCCCCCCC)(=O)OCCCC(C)C Isohexyl Decanoate